C1(=C(C(=CC(=C1)C)C)S(=O)(=O)C=1C=C(C=CC1)NC(=O)NC1=CC(=CC=C1)S(=O)(=O)C1=C(C=C(C=C1C)C)C)C N,N'-di-[3-(mesitylenesulfonyl)phenyl]urea